C(C1=CC=CC=C1)(=O)OCC1=CC2=C(N=C(N=C2)SC)C=[N+]1[O-] 6-((benzoyloxy)methyl)-2-(methylthio)pyrido[3,4-d]pyrimidine 7-oxide